(2R,3R,4S,5R)-2-{4-amino-5-bromo-7H-pyrrolo[2,3-d]pyrimidin-7-yl}-5-[(1E)-5-{6-azaspiro[3.4]octan-6-yl}pent-1-en-1-yl]oxolane-3,4-diol NC=1C2=C(N=CN1)N(C=C2Br)[C@@H]2O[C@@H]([C@H]([C@H]2O)O)\C=C\CCCN2CC1(CCC1)CC2